FC1=CC=2N(C=C1C1=CC=CC=C1)C(=CN2)C2=NC(=NC=C2C)NC2CCC(CC2)N (1r,4r)-N1-(4-(7-Fluoro-6-phenylimidazo[1,2-a]pyridin-3-yl)-5-methylpyrimidin-2-yl)cyclohexane-1,4-diamine